OC=1C=C(C=CC1C(\C=C\C1=CC=CC=C1)=O)/C=C/C(=O)O (E)-3-[3-Hydroxy-4-[(E)-3-phenylprop-2-enoyl]phenyl]prop-2-enoic acid